2'-chloro-5'-methoxy-6-methyl-N-(5-(1-(2,2,2-trifluoroethyl)-1H-pyrazole-4-carbonyl)-5,6-dihydro-4H-pyrrolo[3,4-d]thiazol-2-yl)-[4,4'-bipyridine]-3-carboxamide ClC1=NC=C(C(=C1)C1=C(C=NC(=C1)C)C(=O)NC=1SC2=C(N1)CN(C2)C(=O)C=2C=NN(C2)CC(F)(F)F)OC